Cl.ClC=1C=C(C=2N(N1)C=C(N2)C)C 6-chloro-2,8-dimethyl-imidazo[1,2-b]pyridazine hydrochloride